D-3-METHYLASPARTIC ACID CC([C@@H](N)C(=O)O)C(=O)O